tris(1,5-diphenylpentan-1,4-dien-3-one) dipalladium [Pd].[Pd].C1(=CC=CC=C1)C=CC(C=CC1=CC=CC=C1)=O.C1(=CC=CC=C1)C=CC(C=CC1=CC=CC=C1)=O.C1(=CC=CC=C1)C=CC(C=CC1=CC=CC=C1)=O